ethyl (2s,3s)-3-formyl-2-(4-methoxyanilino)-5-methyl-hex-5-enoate C(=O)[C@H]([C@@H](C(=O)OCC)NC1=CC=C(C=C1)OC)CC(=C)C